(S)-tert-butyl (1-(2-(4,6-dimethylpyrazolo[1,5-a]pyrazin-2-yl)-4-oxo-4H-pyrido[1,2-a]pyrimidin-7-yl)pyrrolidin-3-yl)methylcarbamate CC=1C=2N(C=C(N1)C)N=C(C2)C=2N=C1N(C(C2)=O)C=C(C=C1)N1C[C@@H](CC1)CNC(OC(C)(C)C)=O